N12CC(C(CC1)CC2)NC(=O)C21CC3(CC(CC(C2)C3)C1)C1=CC=C(C=C1)C N-{1-azabicyclo[2.2.2]octan-3-yl}-3-(4-methyl-phenyl)adamantane-1-carboxamide